1-chloro-3-((4-nitrophenoxy)methyl)benzene ClC1=CC(=CC=C1)COC1=CC=C(C=C1)[N+](=O)[O-]